CN(CCN1CCN(CC1)C(=O)C=1N=C(OC1C1=C(C=CC=C1)[N+](=O)[O-])C1=CC(=CC=C1)C(F)(F)F)C (4-(2-(dimethylamino)ethyl)piperazin-1-yl)(5-(2-nitrophenyl)-2-(3-(trifluoromethyl)phenyl)oxazol-4-yl)Methanone